4-(3-(1-aminobutan-2-ylidene)azetidin-1-yl)-2-((5-bromopyridin-2-yl)thio)-6-fluoro-N-methyl-9H-pyrimido[4,5-b]indol-8-amine NCC(CC)=C1CN(C1)C1=NC(=NC=2NC3=C(C=C(C=C3C21)F)NC)SC2=NC=C(C=C2)Br